ethyl 2'-chloro-6-(hydroxymethyl)-5'-methoxy-(4,4'-bipyridine)-3-carboxylate ClC1=NC=C(C(=C1)C1=C(C=NC(=C1)CO)C(=O)OCC)OC